C(CCCCCCCC(=O)[O-])(=O)OC(CCCCCCCCC)=O decanoyl monoazelate